5,5'-(1,4-phenylene)bis[hexahydro-4,7-methanoisobenzofuran-1,3-dione] C1(=CC=C(C=C1)C1C2C3C(OC(C3C(C1)C2)=O)=O)C2C1C3C(OC(C3C(C2)C1)=O)=O